2-fluoro-N-(6-(5-methylbenzo[d]oxazol-6-yl)imidazo[1,2-a]pyridin-2-yl)cyclopropanecarboxamide butylenebisacrylate C(CCCC=CC(=O)O)C=CC(=O)O.FC1C(C1)C(=O)NC=1N=C2N(C=C(C=C2)C2=CC3=C(N=CO3)C=C2C)C1